C1=NC2=C(N1)C(=O)NC(=N2)NP(=O)(O)O phosphoguanine